(S)-3-isobutyl-glutarate C(C(C)C)C(CC(=O)[O-])CC(=O)[O-]